1-octyl-1-methylpyrrolidinium C(CCCCCCC)[N+]1(CCCC1)C